NC1=C(C=C(C=C1)NC1=NC(=CC(=N1)O)CCC)[N+](=O)[O-] 2-((4-amino-3-nitrophenyl)amino)-6-propylpyrimidin-4-ol